C(C)OC=1NC2=C(N1)C=C(C=C2)OC ethoxy-6-methoxybenzoimidazol